ClC=1C=C(C(=O)N(C)OC)C=C(N1)Cl 2,6-Dichloro-N-methoxy-N-methylisonicotinamide